C(CCC)C1=CC=C(CN2C3=C(C(=C(CC2=O)C(=O)OC)O)C=CC=C3)C=C1 Methyl 1-(4-butylbenzyl)-5-hydroxy-2-oxo-2,3-dihydro-1H-benzo[b]azepine-4-carboxylate